ClC1=C(C=C(C(=O)O)C=C1[N+](=O)[O-])[N+](=O)[O-] 4-chloro-3,5-dinitrobenzoic acid